S1C=NC2=C1C=C(C=C2)C(=O)[O-] benzothiazole-6-carboxylate